C(C)OC=1C2=C(N=C(N1)NC1CCC(CC1)O)NC=C2C=2C=C1N=CC=NC1=CC2 4-((4-ethoxy-5-(quinoxalin-6-yl)-7H-pyrrolo[2,3-d]pyrimidin-2-yl)amino)cyclohexan-1-ol